N-octadecyl-N-hexadecyl-tolyl-ammonium C(CCCCCCCCCCCCCCCCC)[NH+](CCCCCCCCCCCCCCCC)C1=C(C=CC=C1)C